7-chloro-2-(2,6-difluorophenyl)-N-((1r,4r)-4-(piperidin-1-yl)cyclohexyl)imidazo[2,1-f][1,2,4]triazin-4-amine ClC1=CN=C2C(=NC(=NN21)C2=C(C=CC=C2F)F)NC2CCC(CC2)N2CCCCC2